(R)-3-((5-([1,2,4]triazolo[1,5-a]pyridin-6-yl)-4-methoxypyrrolo[2,1-f][1,2,4]triazin-2-yl)amino)-1-methylpyrrolidin-2-one N=1C=NN2C1C=CC(=C2)C=2C=CN1N=C(N=C(C12)OC)N[C@H]1C(N(CC1)C)=O